C(N)(O[C@@H]\1[C@H](\C=C/C=C(/C(NC2=CC(C=C([C@@H]([C@H](C[C@@H]([C@@H]([C@H](/C=C1\C)C)OC)OC)C)OC)C2=O)=O)=O)\C)OC)=O [(4E,6Z,8S,9S,10E,12S,13R,14S,16S,17R)-8,13,14,17-tetramethoxy-4,10,12,16-tetramethyl-3,20,22-trioxo-2-azabicyclo[16.3.1]docosa-1(21),4,6,10,18-pentaen-9-yl] carbamate